FC=1C=2N(C=C(C1OC)NC(=O)C1=CC=C(C3=CN(N=C13)C)N1CCN(CC1)C(=O)OC(C)(C)C)C=C(N2)C tert-butyl 4-[7-({8-fluoro-7-methoxy-2-methylimidazo[1,2-a]pyridin-6-yl}carbamoyl)-2-methylindazol-4-yl]piperazine-1-carboxylate